C(C)(=O)C1=CNC2=NC=C(C=C21)C=2C=C1CCN(CC1=C(C2)[C@H]2NCCOC2)C(C(C)(C)O)=O (R)-1-(6-(3-acetyl-1H-pyrrolo[2,3-b]pyridin-5-yl)-8-(morpholin-3-yl)-3,4-Dihydroisoquinolin-2(1H)-yl)-2-hydroxy-2-methylpropan-1-one